C(#N)C=1C=C(C=CC1)C1=CC=CC=C1C=1C(=C(C2=CC=CC=C2C1)C1=C(C=CC2=CC(=CC=C12)C1=CC(=CC=C1)C#N)OCC(=O)O)OCC(=O)O 2,2'-{(6,6'-bis(3-cyanophenyl)phenyl-[1,1'-binaphthyl]-2,2'-diyl)bis(oxy)}diacetic acid